N-(naphthalen-2-yl)dibenzo[b,d]Furan-3-amine C1=C(C=CC2=CC=CC=C12)NC=1C=CC2=C(OC3=C2C=CC=C3)C1